O[C@]1(C[C@H]2CC[C@H]3[C@@H]4CCC[C@@H]([C@]4(CC[C@@H]3[C@H]2CC1)C)CNC(=O)C1=NN(C=C1)C)C N-(((1S,4aS,4bR,6aR,8R,10aS,10bR,12aS)-8-hydroxy-8,12a-dimethyloctadecahydrochrysen-1-yl)methyl)-1-methyl-1H-pyrazole-3-carboxamide